CC(C)(C1=CC=C(C=C1)O)C2=CC=C(C=C2)O p,p'-isopropylidenebisphenol